CC1=NC=CC(=C1)C(=O)N1CC2=C(NC=3C=CC(=CC23)C2=CC=C(C=C2)C)CC1 (2-methylpyridin-4-yl)(8-(p-tolyl)-1,3,4,5-tetrahydro-2H-pyrido[4,3-b]indol-2-yl)methanone